CC1=C(C=C(C(=C1)S)C)O 2,5-dimethyl-4-mercapto-phenol